N-[4-(3-cyanophenyl)-5-(2,6-dimethyl-4-pyridinyl)thiazol-2-yl]-3,6-diazabicyclo[3.1.1]heptane-3-carboxamide C(#N)C=1C=C(C=CC1)C=1N=C(SC1C1=CC(=NC(=C1)C)C)NC(=O)N1CC2NC(C1)C2